FC1=C(C(=C(C=C1F)F)F)OC(C1=CC=CC=C1)=O benzoic acid (2,3,5,6-tetrafluorophenyl) ester